ClC=1C(=C2C=NNC2=C(C1F)N(C)C1CC1)C1=CC=2N(C=C1)N=C(C2)NC(=O)C2C(C2)F N-(5-(5-chloro-7-(cyclopropyl(methyl)amino)-6-fluoro-1H-indazol-4-yl)pyrazolo[1,5-a]pyridin-2-yl)-2-fluorocyclopropane-1-carboxamide